NC1C(NCCC1)=O 3-Amino-2-piperidinone